2,4-dibenzyl-6-(dimethyl-(phenyl)silyl)-1,2,4-triazine-3,5(2h,4h)-dione C(C1=CC=CC=C1)N1N=C(C(N(C1=O)CC1=CC=CC=C1)=O)[Si](C1=CC=CC=C1)(C)C